BrC=1SC(=C(N1)Br)C(CCO[Si](C)(C)C(C)(C)C)OC1OCCCC1 2,4-dibromo-5-[3-[(tert-butyldimethyl-silyl)oxy]-1-(oxan-2-yloxy)propyl]-1,3-thiazole